NC=1C(=NC(=C(N1)N1N=CC=N1)C=1C=CC=2N(C1)C(=CN2)C)C(=O)NCC2OCCC2 3-amino-6-(3-methylimidazo[1,2-a]pyridin-6-yl)-N-((tetrahydrofuran-2-yl)methyl)-5-(2H-1,2,3-triazol-2-yl)pyrazine-2-carboxamide